D-3,5-diiodo-tyrosine methyl ester COC([C@H](N)CC1=CC(=C(C(=C1)I)O)I)=O